BrC=1C=CC2=C(OCC(N2CC(OC)OC)=O)C1 7-bromo-4-(2,2-dimethoxyethyl)-2H-benzo[b][1,4]oxazin-3(4H)-one